3-(1-methyl-6-((((R)-piperidin-3-yl)methyl)amino)-1H-indazol-3-yl)piperidine-2,6-dione CN1N=C(C2=CC=C(C=C12)NC[C@H]1CNCCC1)C1C(NC(CC1)=O)=O